4-(chloromethyl)phenyl-trichlorosilane ClCC1=CC=C(C=C1)[Si](Cl)(Cl)Cl